O=CCC1=C(C(=NO1)CC)C(=O)N 2-oxo-ethyl-3-ethyl-isoxazole-4-carboxamide